(R)-(2-(benzofuran-3-yl)-1-(2-oxo-2-((4-chloropyridin-2-yl)amino)acetamido)ethyl)boronic acid O1C=C(C2=C1C=CC=C2)C[C@H](NC(C(NC2=NC=CC(=C2)Cl)=O)=O)B(O)O